CC(C(=O)NC1=C(C=C(C=C1)C(F)(F)F)N1N=CC=CC1=O)C 2-methyl-N-(2-(6-oxopyridazin-1(6H)-yl)-4-(trifluoromethyl)phenyl)propanamide